1-butyl-3-methylimidazolium methylcarbonate COC([O-])=O.C(CCC)N1C=[N+](C=C1)C